3-oxo-hexahydroimidazo[1,5-a]Pyrazine-7(1H)-carboxylic acid tert-butyl ester C(C)(C)(C)OC(=O)N1CC2N(CC1)C(NC2)=O